4-(7-(3-Aminoisoquinolin-1-yl)-6-chloroquinazolin-4-yl)piperazine-1-carboxylic acid tert-butyl ester C(C)(C)(C)OC(=O)N1CCN(CC1)C1=NC=NC2=CC(=C(C=C12)Cl)C1=NC(=CC2=CC=CC=C12)N